BrC1=NC=CC(=C1)[C@H](CC(=O)OCC)NC(=O)OC(C)(C)C ethyl (S)-3-(2-bromopyridin-4-yl)-3-((tert-butoxycarbonyl)amino)propanoate